3-[2-(2-cyclopropyl-4,6-difluoro-1-methyl-1,3-benzodiazol-5-yl)ethynyl]-1-[(3s,5r)-5-(methoxymethyl)-1-(prop-2-enoyl)pyrrolidin-3-yl]-5-(methylamino)pyrazole-4-carboxamide C1(CC1)C1=NC2=C(N1C)C=C(C(=C2F)C#CC2=NN(C(=C2C(=O)N)NC)[C@@H]2CN([C@H](C2)COC)C(C=C)=O)F